FC1=CC=C(C[C@@H]2[C@@H]([C@H](OC2)C2=CC=C(C=C2)F)COC(C(=CC)C)=O)C=C1 2-Methyl-2-butenoic acid ((2S,3R,4R)-4-(4-fluorobenzyl)-2-(4-fluorophenyl)tetrahydrofuran-3-yl)methyl ester